3-(oxolan-3-yl)imidazo[1,5-a]pyrazine O1CC(CC1)C1=NC=C2N1C=CN=C2